((2S,3R)-3-(cyclohexylmethoxy)-1-oxo-1-(piperidin-1-yl)butan-2-yl)-2-((S)-2,2-dimethylcyclopropanecarbonyl)-2,6-diazaspiro[3.4]octane-8-carboxamide C1(CCCCC1)CO[C@@H]([C@@H](C(N1CCCCC1)=O)C1N(CC12CNCC2C(=O)N)C(=O)[C@@H]2C(C2)(C)C)C